O=C1NC2=CN=C(C=3C=CC=C1C23)N2N=CC(=C2C(F)(F)F)C(=O)NC2=CC(=NC=C2)C(F)(F)F 1-(2-oxo-1,2-dihydropyrrolo[2,3,4-de]isoquinolin-6-yl)-5-trifluoromethyl-N-(2-trifluoromethylpyridin-4-yl)-1H-pyrazole-4-carboxamide